methyl 2-bromo-4-cyanobenzo[d]thiazole-6-carboxylate BrC=1SC2=C(N1)C(=CC(=C2)C(=O)OC)C#N